N1N=NN=C1CC1=NN=NN1 Di(1H-tetrazol-5-yl)methane